(5-Chloro-2-thienyl)boronic acid ClC1=CC=C(S1)B(O)O